C(C)(C)(C)OC(=O)N1C/C(/C(C1)=O)=C/N(C)C (Z)-3-((dimethylamino)methylene)-4-oxopyrrolidine-1-carboxylic acid tert-butyl ester